NC1=C2C(=NC=N1)N(N=C2C2=NOC(=C2C=2N=CC(=NC2)C2CCN(CC2)C(=O)OC(C)(C)C)C2CC2)C(C)C tert-butyl 4-[5-[3-(4-amino-1-isopropyl-pyrazolo[3,4-d]pyrimidin-3-yl)-5-cyclopropyl-isoxazol-4-yl]pyrazin-2-yl]piperidine-1-carboxylate